3-((6-(3-Methyl-1H-pyrazol-4-yl)-1-oxoisoquinolin-2(1H)-yl)methyl)-N-(2,2,2-trifluoroethyl)benzamide CC1=NNC=C1C=1C=C2C=CN(C(C2=CC1)=O)CC=1C=C(C(=O)NCC(F)(F)F)C=CC1